ClC=1N=C(C2=C(N1)C(=C(S2)C[C@H](C)NC(OC(C)(C)C)=O)C)SC tert-butyl N-[(1S)-2-(2-chloro-7-methyl-4-methylsulfanyl-thieno[3,2-d]pyrimidin-6-yl)-1-methyl-ethyl]carbamate